1,6-anhydro-β-D-galactose [C@H]12[C@H](O)[C@@H](O)[C@@H](O)[C@H](O1)CO2